(9,9-dimethyl-9H-fluoren-4-yl)-[1,1'-biphenyl] CC1(C2=CC=CC=C2C=2C(=CC=CC12)C1=C(C=CC=C1)C1=CC=CC=C1)C